NCCN1CCCC1 N-aminoethyl-tetrahydropyrrole